FC(C=1C(=C(C=CC1)[C@@H](C)NC(=O)C1=CN(C(C=C1NC1CCN(CC1)C)=O)C1(CC1)C(F)F)F)F (R)-N-(1-(3-(difluoromethyl)-2-fluorophenyl)ethyl)-1-(1-(difluoromethyl)cyclopropyl)-4-((1-methylpiperidin-4-yl)amino)-6-oxo-1,6-dihydropyridine-3-carboxamide